2-amino-1H-benzimidazole-5-carboxylic acid methyl ester COC(=O)C1=CC2=C(NC(=N2)N)C=C1